ethyl 4-chloro-2,3-dioxo-2,3-dihydro-1H-pyrrolo[3,2-c]quinoline-7-carboxylate ClC1=NC=2C=C(C=CC2C2=C1C(C(N2)=O)=O)C(=O)OCC